ClC=1C(=NC(=NC1)NC=1C(=NN(C1)C)C)C=1C=C(SC1)C(=O)NCC1=CC(=C(C=C1)F)Cl 4-(5-chloro-2-((1,3-dimethyl-1H-pyrazol-4-yl)amino)pyrimidin-4-yl)-N-(3-chloro-4-fluorobenzyl)thiophene-2-carboxamide